α-propyl-caprolactone C(CC)C1C(=O)OCCCC1